bis(2-hydroxyethoxy)-6,6'-diphenyl-1,1'-binaphthyl OCCOC=1C(=C(C2=CC=C(C=C2C1)C1=CC=CC=C1)C1=CC=CC2=CC(=CC=C12)C1=CC=CC=C1)OCCO